5-carboxycetylglycine C(=O)(O)C(CCCCNCC(=O)O)CCCCCCCCCCC